C(C)(C)(C)C1N(CCN(C1)C1CCN(CC1)C1=C(C=C(C(=C1)OC(F)F)N)CC)C(=O)O tert-Butyl-4-(1-(4-amino-5-(difluoromethoxy)-2-ethylphenyl)piperidin-4-yl)piperazine-1-carboxylic acid